N-(7-bromo-2-chloro-4-((2-hydroxy-2-methylpropyl)amino)quinolin-3-yl)-2-ethoxyacetamide BrC1=CC=C2C(=C(C(=NC2=C1)Cl)NC(COCC)=O)NCC(C)(C)O